ClC1=CC=C(C=C1)C=1NC=C(N1)C=O (2-(4-chlorophenyl)-1H-imidazol-4-yl)methanone